C[Si](C=1C=C(C=C(C1)[Si](C)(C)C)C1=NC2=C3N=CC=CC3=CC=C2C=C1)(C)C 3,5-bis(trimethylsilyl)phenyl-1,10-phenanthroline